C(C(=O)[C@@H](C(=O)O)O)OP(=O)(O)O The molecule is the ketoaldonic acid phosphate formed formally from L-erythronic acid by oxidation of the 3-hydroxy group to an oxo group and phosphorylation at the 1-hydroxy group. It derives from a L-erythronic acid. It is a conjugate acid of a (S)-2-hydroxy-3-oxo-4-(phosphonatooxy)butanoate(3-). It is an enantiomer of a (R)-2-hydroxy-3-oxo-4-(phosphonooxy)butanoic acid.